3-{6-chloro-2-[(1-cyclopropyl-1H-pyrazol-4-yl)amino]quinazolin-7-yl}pyrrolidin ClC=1C=C2C=NC(=NC2=CC1C1CNCC1)NC=1C=NN(C1)C1CC1